mono-asparaginyl-Chlorine N[C@@H](CC(N)=O)C(=O)Cl